CC1=CC=C(C=C1)S(=O)(=O)OC1=CC(=CC=C1)C(F)(F)F 1-(4-methylbenzenesulfonyloxy)-3-Trifluoromethyl-benzene